3,3'-Decamethylenebis(5-methyl-1,2,4-triazole) CC1=NC(=NN1)CCCCCCCCCCC1=NNC(=N1)C